ClCCCCC#C[Si](C)(C)C (6-chlorohex-1-yn-1-yl)trimethylsilane